ClC1=CC(=C(C(=O)NC2=C(C(=CC=C2)C=2OC3=C(N2)C=C(C=C3)Cl)C)C=C1)F 4-chloro-N-(3-(5-chlorobenzo[d]oxazol-2-yl)-2-methylphenyl)-2-fluorobenzamide